C(CCCCCCC\C=C/C\C=C/CCCCC)(=O)OCCCCCCCCCCCCCCCCCCCCCCCCCC hexacosyl linoleate